N-(3,5-dibromophenyl)-5-methyl-1H-benzimidazole-2-carboxamide BrC=1C=C(C=C(C1)Br)NC(=O)C1=NC2=C(N1)C=CC(=C2)C